C(#N)C1=CC=C(CCN[C@H](C(=O)NC2=CC(=C(C=C2)C=2C=NN(C2)C)OC)C2=CC=CC=C2)C=C1 |r| (S)- and (R)-2-((4-cyanophenethyl)amino)-N-(3-methoxy-4-(1-methyl-1H-pyrazol-4-yl)phenyl)-2-phenylacetamide